5-Bromo-6-fluoro-2,3-dihydrobenzo[b][1,4]dioxin BrC1=C(C=CC=2OCCOC21)F